[Cu].[Cu] copper-copper